6-(4-amino-3-fluoropiperidin-1-yl)-2-(4-cyano-3-fluorophenyl)-3-(3-fluoro-4-methoxyphenyl)isonicotinic acid NC1C(CN(CC1)C=1N=C(C(=C(C(=O)O)C1)C1=CC(=C(C=C1)OC)F)C1=CC(=C(C=C1)C#N)F)F